C(C)(C)(C)OC(=O)C1NC=CC2=CC=CC=C12 isoquinoline-1(2H)-carboxylic acid tert-butyl ester